C(C)(C)(C)OC(=O)NCCBr 2-(tert-butoxycarbonyl-amino)bromoethane